ClC=1C=C(C=CC1N1C(N(C=C1)C)=O)C1=C(C(=CC(=C1)F)C=1C=NC(=C(C1)N1C[C@](CC1)(C)O)C)O (R)-1-(3-chloro-5'-fluoro-2'-hydroxy-3'-(5-(3-hydroxy-3-methylpyrrolidin-1-yl)-6-methylpyridin-3-yl)-[1,1'-biphenyl]-4-yl)-3-methyl-1H-imidazol-2(3H)-one